phosphine calcium salt [Ca].P